(S)-1-(2-(1-(6-phenoxypyridin-3-yl)imidazo[1,5-a]pyrazin-3-yl)pyrrolidin-1-yl)but-2-yn-1-one O(C1=CC=CC=C1)C1=CC=C(C=N1)C=1N=C(N2C1C=NC=C2)[C@H]2N(CCC2)C(C#CC)=O